2-methoxyethyl-2H-tetrazole COCCN1N=CN=N1